tert-butyl (4-(2-(2-bromoethoxy)ethoxy)phenyl)carbamate BrCCOCCOC1=CC=C(C=C1)NC(OC(C)(C)C)=O